(1-(6-((4-bromophenoxy)methyl)-1,4-dioxan-2-yl)vinyloxy)(tert-butyl)dimethylsilane BrC1=CC=C(OCC2COCC(O2)C(=C)O[Si](C)(C)C(C)(C)C)C=C1